C1(CC1)C1=CC(=NN1)NC(C(C)C=1C=C(C=CC1)C=1C=CC(=NC1)NC(\C=C\CN1CC(CC1)F)=O)=O (E)-N-(5-(3-(1-((5-cyclopropyl-1H-pyrazol-3-yl)amino)-1-oxopropan-2-yl)phenyl)pyridin-2-yl)-4-(3-fluoropyrrolidin-1-yl)but-2-enamide